CO[Si](OO[Si](O)(O)O)(OC)OC trimethoxysiloxysilicic acid